C(C)C1=C(C=CC(=C1)C1(CC(=C(C2=CC=CC=C12)N)\N=N\[H])S(=O)(=O)N)C1=C(C=C(C=C1)C1(CC(=C(C2=CC=CC=C12)N)\N=N\[H])S(=O)(=O)N)CC 1,1'-(2,2'-diethyl[1,1'-biphenyl]-4,4'-diyl)bis{4-amino-3-[(E)-diazenyl]naphthalene-1-sulfonamide}